tert-butyl (2-(4-(1-methyl-1H-pyrazol-3-yl)phenyl)cyclopropyl)carbamate CN1N=C(C=C1)C1=CC=C(C=C1)C1C(C1)NC(OC(C)(C)C)=O